N1=CC(=CC=2NC=3C=CC=CC3C21)C(=O)N pyrido[3,2-b]indole-3-carboxamide